C(C)(=O)O.C(C)N(C(S)=S)CC N,N-diethyl-dithiocarbamic acid acetate